N-(1-(7H-pyrrolo[2,3-d]pyrimidin-4-yl)piperidin-3-yl)-N-methyl-1H-1,2,4-triazole-1-carboxamide N1=CN=C(C2=C1NC=C2)N2CC(CCC2)N(C(=O)N2N=CN=C2)C